COC1=CC=C(C=C1)S(=O)(=O)N1CC(C(C(C1)=CC=1N=NN(C1)C1=C(C=CC=C1)C)=O)=CC=1N=NN(C1)C1=C(C=CC=C1)C 1-((4-methoxyphenyl)sulfonyl)-3,5-bis((1-(o-tolyl)-1H-1,2,3-triazol-4-yl)methylene)piperidin-4-one